diphenyl-[4-(phenylsulfanyl)phenyl]sulfonium tetrakis(pentafluorophenyl)borate FC1=C(C(=C(C(=C1[B-](C1=C(C(=C(C(=C1F)F)F)F)F)(C1=C(C(=C(C(=C1F)F)F)F)F)C1=C(C(=C(C(=C1F)F)F)F)F)F)F)F)F.C1(=CC=CC=C1)[S+](C1=CC=C(C=C1)SC1=CC=CC=C1)C1=CC=CC=C1